FC1=C(COC2=C(C(N(C(=C2)C)C2=C(C=C(C(=O)O)C=C2)C)=O)Br)C=CC(=C1)F 4-(4-(2,4-difluorobenzyloxy)-3-bromo-6-methyl-2-oxopyridin-1(2H)-yl)-3-methylbenzoic acid